(S)-N-(3-(3-(7-cyano-1,4-dioxaspiro[4.4]nonan-7-yl)-2-methoxyphenyl)-1-methyl-1H-pyrazolo[3,4-c]pyridin-5-yl)cyclopropanecarboxamide C(#N)[C@@]1(CC2(OCCO2)CC1)C=1C(=C(C=CC1)C1=NN(C2=CN=C(C=C21)NC(=O)C2CC2)C)OC